N-t-butyl-3-aminobenzenesulfonamide C(C)(C)(C)NS(=O)(=O)C1=CC(=CC=C1)N